ClC1=C(C(=CC=C1F)Cl)[C@@H](C)OC1=NC=2N(C=C1)N=CC2C=2C=NN(C2)C2COC2 (R)-5-(1-(2,6-dichloro-3-fluorophenyl)ethoxy)-3-(1-(oxetan-3-yl)-1H-pyrazol-4-yl)pyrazolo[1,5-a]pyrimidine